Cl.CN1C=C(C2=CC=CC=C12)C(=O)[C@H]1CC2=C(NC=N2)CC1 (-)-(R)-5-[(1-Methyl-1H-indol-3-yl)carbonyl]-4,5,6,7-tetrahydro-1H-benzimidazole monohydrochloride